1,3-bis(1-bromo-1-methylethyl)benzene BrC(C)(C)C1=CC(=CC=C1)C(C)(Br)C